C(C)(C)(C)OC(=O)N1CC(CC1)N1N=C(C=2C1=NC=NC2N)C2=CC=C(C=C2)CNC(C2=C(C=CC(=C2)F)OC)=O tert-butyl-3-(4-amino-3-(4-((5-fluoro-2-methoxybenzamido)methyl)phenyl)-1H-pyrazolo[3,4-d]pyrimidin-1-yl)pyrrolidine-1-carboxylate